O(C1=CC=CC=C1)C1=CC2=C(NC(=N2)NC2=CNC=3C2=NC=CC3C3=CC=CC=C3)C=C1 5-phenoxy-N-(7-phenyl-1H-pyrrolo[3,2-b]pyridine-3-yl)-1H-benzo[d]imidazole-2-amine